COC1=C2C=C(NC2=CC=C1)C(=O)N1CC2(CC2)CC1C(=O)N 5-(4-methoxy-1H-indole-2-carbonyl)-5-azaspiro[2.4]Heptane-6-carboxamide